OC(C)(C)C1=CC=C(C#N)C=C1 4-(2-hydroxy-prop-2-yl)benzonitrile